C(#N)C=1C=CC(=C2C=CC=NC12)C1C2(CC2(CN1)C(F)(F)F)C(=O)NC1C(CN(CC1)C)(F)F (8-cyanoquinolin-5-yl)-N-(3,3-difluoro-1-methylpiperidin-4-yl)-5-(trifluoromethyl)-3-azabicyclo[3.1.0]hexane-1-carboxamide